ClC1=CC=C(C=C1)C1=NN2C(NC(=C(C2=O)CC)C)=C1 2-(4-chlorophenyl)-6-ethyl-5-methylpyrazolo[1,5-a]pyrimidin-7(4H)-one